rac-(trans)-1-(4-aminopyrimidin-2-yl)-4-(2-methoxyethoxy)piperidin-3-ol NC1=NC(=NC=C1)N1C[C@H]([C@@H](CC1)OCCOC)O